7-(azetidin-3-yloxy)-2-((7-methyl-5-(methylsulfonyl)-1H-indol-4-yl)-methyl)-2H-indazole-6-carbonitrile Sodium hydride [H-].[Na+].N1CC(C1)OC1=C(C=CC2=CN(N=C12)CC1=C2C=CNC2=C(C=C1S(=O)(=O)C)C)C#N